ethyl-(phenyl)aminomethyl-sodium dithiosulfate S(=S)(=S)(O)O.C(C)C(NC1=CC=CC=C1)[Na]